COC(=O)C1(CCN(CC1)C([C@@H](CCCCN)NC(C(CC(F)(F)F)NC([C@@H](CC1=CC=CC=C1)NC([C@@H](CC1=CC=CC=C1)N)=O)=O)=O)=O)N methyl-4-amino-1-[(2R)-6-amino-2-[[2-[[(2R)-2-[[(2R)-2-amino-3-phenyl-propanoyl]amino]-3-phenyl-propanoyl]amino]-4,4,4-trifluoro-butanoyl]amino]hexanoyl]piperidine-4-carboxylate